3-(2-methoxyethoxy)-17-methylmorphinan-6-one, hydrochloride salt Cl.COCCOC=1C=CC=2C[C@@H]3[C@@H]4CCC(C[C@@]4(C2C1)CCN3C)=O